C(CCCCCCCCCCCCCCCCCCCCC)C(=O)CCCCCCCCCCCCCCCCCC Stearyl behenyl ketone